C(=O)C1=C(SC=C1)B(O)O 3-methanoylthiophene-2-boronic acid